ClC1=CC=C(C=C1)C1=NN=C2SC(=NN21)S 3-(4-chlorophenyl)-[1,2,4]triazolo[3,4-b][1,3,4]thiadiazole-6-thiol